BrC=1N=C2N(N1)C(CC2O)C2=C(C=CC=C2)F 2-bromo-5-(2-fluorophenyl)-6,7-dihydro-5H-pyrrolo[1,2-b][1,2,4]triazol-7-ol